FC1=C(CC=2C(=NC=C(N2)C2=C(C(=CC=C2)[N+](=O)[O-])F)N\C(\C(=O)OC(C)(C)C)=C/C=2OC=CC2)C(=CC=C1)F Tert-butyl (Z)-2-((3-(2,6-difluorobenzyl)-5-(2-fluoro-3-nitrophenyl)pyrazin-2-yl)amino)-3-(furan-2-yl)acrylate